di(heptadecan-9-yl)dipentaerythritol CCCCCCCCC(CCCCCCCC)C(OC(C(CO)(CO)CO)C(CCCCCCCC)CCCCCCCC)C(CO)(CO)CO